5-(4-(4-((R)-3-((5-(2-chloro-4-phenoxybenzoyl)-7H-pyrrolo[2,3-d]pyrimidin-4-yl)amino)piperidin-1-yl)-4-oxobutyl)piperazin-1-yl)-2-(2,6-dioxopiperidin-3-yl)isoindoline-1,3-dione ClC1=C(C(=O)C2=CNC=3N=CN=C(C32)N[C@H]3CN(CCC3)C(CCCN3CCN(CC3)C=3C=C2C(N(C(C2=CC3)=O)C3C(NC(CC3)=O)=O)=O)=O)C=CC(=C1)OC1=CC=CC=C1